(4-methylthiophenyl)-1-(3,4,5-trimethoxyphenyl)ethane CC=1C=C(SC1)C(C)C1=CC(=C(C(=C1)OC)OC)OC